CC1=CC=C2C=CC=C(C2=C1)CCC(=O)O 3-(7-methylnaphthalene-1-yl)propionic acid